CS(=O)(=O)C=1C(=NC=CC1)NC1=NC=NC(=C1)NC1=NC=C(C=C1)C(C)N1C[C@@H]2[C@H](C1)COC2 N4-(3-(methylsulfonyl)pyridin-2-yl)-N6-(5-(1-((3aR,6aS)-tetrahydro-1H-furo[3,4-c]pyrrol-5(3H)-yl)ethyl)pyridin-2-yl)pyrimidine-4,6-diamine